O1C=C(C=C1)C=1N=C(C2=C(N1)SC(=C2)C)NCCCC2=CC=C(C=C2)N2C=CC=C2 2-(furan-3-yl)-6-methyl-N-(3-[4-(1H-pyrrol-1-yl)phenyl]propyl)thieno[2,3-d]pyrimidin-4-amine